SCCSC(CS)CS 2-(2-mercaptoethylthio)propane-1,3-dithiol